(3-Bromophenyl)alanine ethyl ester C(C)OC([C@@H](NC1=CC(=CC=C1)Br)C)=O